(1s,3s)-3-(quinolin-8-yl)cyclobutyl ((2-(2,6-dioxopiperidin-3-yl)-3-oxoisoindolin-5-yl)methyl)carbamate hydrochloride Cl.O=C1NC(CC[C@@H]1N1CC2=CC=C(C=C2C1=O)CNC(OC1CC(C1)C=1C=CC=C2C=CC=NC12)=O)=O